6-(1-methyl-1H-pyrazol-4-yl)-4-(6-(4-((6-(ethylthio)pyridin-3-yl)methyl)piperazin-1-yl)pyridin-3-yl)pyrazolo[1,5-a]pyridine-3-carbonitrile CN1N=CC(=C1)C=1C=C(C=2N(C1)N=CC2C#N)C=2C=NC(=CC2)N2CCN(CC2)CC=2C=NC(=CC2)SCC